(3S,4S)-4-(((3-cyclopropyl-7-((3-fluoro-5-methylphenyl)amino)pyrazolo[1,5-c]pyrimidin-5-yl)amino)methyl)piperidin-3-ol C1(CC1)C=1C=NN2C(=NC(=CC21)NC[C@H]2[C@@H](CNCC2)O)NC2=CC(=CC(=C2)C)F